C[C@@H]1N(CCOC1)C1=CC=C2C(=N1)N(C=C2C2=NC(=NC=C2C(F)(F)F)S(=O)(=O)C)S(=O)(=O)C2=CC=CC=C2 (S)-3-methyl-4-(3-(2-(methylsulfonyl)-5-(trifluoromethyl)pyrimidin-4-yl)-1-(benzenesulfonyl)-1H-pyrrolo[2,3-b]pyridin-6-yl)morpholine